((2-(3-bromo-2-((tert-butyldimethylsilyl)oxy)-5-chlorophenyl)oxiran-2-yl)oxy)(tert-butyl)dimethylsilane BrC=1C(=C(C=C(C1)Cl)C1(OC1)O[Si](C)(C)C(C)(C)C)O[Si](C)(C)C(C)(C)C